N1=NC=C2N1CCN(C2)CC(=O)NC=2C=C(C(=NC2)C)NC(=O)C2=NN=C1N2C=CC(=C1)C=1C=NN(C1)C N-(5-(2-(6,7-dihydro-[1,2,3]triazolo[1,5-a]pyrazin-5(4H)-yl)acetamido)-2-methylpyridin-3-yl)-7-(1-methyl-1H-pyrazol-4-yl)-[1,2,4]triazolo[4,3-a]pyridine-3-carboxamide